Peracetic acid acetate C(C)(=O)O.C(C)(=O)OO